4,4''-bis(bicyclo[2.2.1]hept-5-en-2-yl)-1,1':4',1''-terphenyl C12C(CC(C=C1)C2)C2=CC=C(C=C2)C2=CC=C(C=C2)C2=CC=C(C=C2)C2C1C=CC(C2)C1